5-(2-(3-fluorophenyl)pyrrolidin-1-yl)pyrazolo[1,5-a]pyrimidin-3-amine FC=1C=C(C=CC1)C1N(CCC1)C1=NC=2N(C=C1)N=CC2N